C(C)(=O)NC(C(=O)NCC1=CC=CC=C1)=CC1=C(NC2=CC=CC=C12)CC1=CC=C(C=C1)OC (S)-2-acetamido-N-benzyl-3-(2-(4-methoxybenzyl)-1H-indol-3-yl)propenamide